[2-(6-methanesulfonyl-pyridin-3-ylamino)-5-methyl-pyrimidin-4-ylamino]-3H-benzooxazol-2-one CS(=O)(=O)C1=CC=C(C=N1)NC1=NC=C(C(=N1)NN1C(OC2=C1C=CC=C2)=O)C